BrCCCCC1=CC=C(C=C1)C(C(=O)OC)(C)C methyl 2-(4-(4-bromobutyl) phenyl)-2-methylpropionate